3-(1-((1R,4R,5S)-2-azabicyclo[2.1.1]hexan-5-yl)-7-(2,3-dichlorophenyl)-6-fluoro-4-methyl-2-((R)-1-((1-methyl-1H-pyrazol-4-yl)amino)ethyl)-1H-pyrrolo[3,2-c]quinolin-8-yl)propanenitrile [C@H]12NC[C@H]([C@@H]1N1C(=CC=3C(=NC=4C(=C(C(=CC4C31)CCC#N)C3=C(C(=CC=C3)Cl)Cl)F)C)[C@@H](C)NC=3C=NN(C3)C)C2